3,3'-bis(4-Aminophenoxy)biphenyl NC1=CC=C(OC=2C=C(C=CC2)C2=CC(=CC=C2)OC2=CC=C(C=C2)N)C=C1